ClC=1C=CC(=C(C1)C=1C(=CC(=CC1)C(N[C@H](CCC)C1=CC=CC=C1)=O)C(=O)O)C=1NC2=C(N1)C1=CC=CC=C1C=C2 5'-chloro-2'-{3H-naphtho[1,2-d]imidazol-2-yl}-4-{[(1R)-1-phenylbutyl]carbamoyl}-[1,1'-biphenyl]-2-carboxylic acid